Cl.NC12CC(C1)(C2)NC(COC2=CC(=C(C=C2)Cl)Cl)=O N-(3-aminobicyclo[1.1.1]pentan-1-yl)-2-(3,4-dichlorophenoxy)acetamide hydrochloride